N1CC(CC1)NC(=O)[O-] pyrrolidin-3-carbamate